2-(m-tolyl)ethanol C1(=CC(=CC=C1)CCO)C